2-(2,6-dioxopiperidin-3-yl)-5-(4-(piperidin-4-yloxy)piperidin-1-yl)isoindoline-1,3-dione O=C1NC(CCC1N1C(C2=CC=C(C=C2C1=O)N1CCC(CC1)OC1CCNCC1)=O)=O